2-(5-amino-1,3,4-oxadiazol-2-yl)-5-{[(benzyloxy)carbonyl]Amino}piperidine-1-carboxylic acid tert-butyl ester C(C)(C)(C)OC(=O)N1C(CCC(C1)NC(=O)OCC1=CC=CC=C1)C=1OC(=NN1)N